CC1=C(C=C(C=C1)C1=NC(=CC(=N1)C(=O)N)C(F)(F)F)C1=CC2=C(N=C(N=C2)NC)N2C1=NCC2 (4-methyl-3-(2-(methylamino)-8,9-dihydroimidazo[1',2':1,6]pyrido[2,3-d]pyrimidin-6-yl)phenyl)-6-(trifluoromethyl)pyrimidine-4-carboxamide